N1C(C2(C3=CC=CC=C13)CC2)=O spiro[cyclopropan-1,3'-indol]-2'(1'H)-one